tert-butyl N-[(3R)-7-(hydrazinecarbonyl)-4-oxo-3,5-dihydro-2H-1,5-benzothiazepin-3-yl]carbamate N(N)C(=O)C=1C=CC2=C(NC([C@H](CS2)NC(OC(C)(C)C)=O)=O)C1